FC1=CC=C(C=C1)N1C=C(N=C(C1=O)C=1C=NN(C1)CC1=CC=C(C=C1)OC)CCC=O 3-(4-(4-fluorophenyl)-6-(1-(4-methoxybenzyl)-1H-pyrazol-4-yl)-5-oxo-4,5-dihydropyrazin-2-yl)propanal